FC1(C[C@@H]2C[C@H](C[C@]1(N2)C)N(C=2N=CC(=NC2)C2=C(C=C(C=C2)N2C=NC=C2)O)C)F 2-(5-(((1R,3R,5S)-7,7-difluoro-1-methyl-8-azabicyclo[3.2.1]octan-3-yl)(methyl)amino)pyrazin-2-yl)-5-(1H-imidazol-1-yl)phenol